C(CCC)OC=O butylformate